N-[(4-bromophenyl)methyl]-6-chloro-3-isopropyl-[1,2,4]triazolo[4,3-b]pyridazin-8-amine BrC1=CC=C(C=C1)CNC=1C=2N(N=C(C1)Cl)C(=NN2)C(C)C